methyl 5-[(2S)-2-{[(tert-butoxy) carbonyl]Amino}-3-methylbutylamino]Pentanoate C(C)(C)(C)OC(=O)N[C@H](CNCCCCC(=O)OC)C(C)C